COC=1C(=C(C=CC1)C=1C=C2C=NN(C(C2=CC1)=O)C1=NC=C(C=N1)NC(COC)(C)C)C 6-(3-Methoxy-2-methylphenyl)-2-(5-((1-methoxy-2-methylpropan-2-yl)amino)pyrimidin-2-yl)phthalazin-1(2H)-one